O1C(C1)S(=O)(=O)O.NC1CCC(CC1)CCNC1=C(C=C(C=C1C)N1CCC(CC1)C(F)(F)F)C N-(2-((1r,4r)-4-aminocyclohexyl)ethyl)-2,6-dimethyl-4-(4-(trifluoromethyl)piperidin-1-yl)aniline oxiranesulfonate